3-(4-pyridyl)-1-(2-trimethylsilylethoxymethyl)indazol-5-amine N1=CC=C(C=C1)C1=NN(C2=CC=C(C=C12)N)COCC[Si](C)(C)C